N-(4-(bis(2-hydroxyethyl)amino)-2-fluorophenyl)-5'-(4-fluorophenyl)-3'-methyl-1H,3'H-[2,4'-biimidazole]-5-carboxamide OCCN(C1=CC(=C(C=C1)NC(=O)C1=CN=C(N1)C=1N(C=NC1C1=CC=C(C=C1)F)C)F)CCO